8-cyano-N-[6-(2,2-difluoroethoxy)-5-fluoro-2-methoxy-3-pyridyl]imidazo[1,2-a]pyridine-3-sulfonamide C(#N)C=1C=2N(C=CC1)C(=CN2)S(=O)(=O)NC=2C(=NC(=C(C2)F)OCC(F)F)OC